(3-chloro-4-fluorophenyl)-N-[(4-isopropyl-2,5-dioxoimidazolidin-4-yl)methyl]-2H-1,2,3-triazole-4-carboxamide ClC=1C=C(C=CC1F)N1N=CC(=N1)C(=O)NCC1(NC(NC1=O)=O)C(C)C